(2E)-3-(3-Pyridinyl)-1-(4-pyridinyl)-2-propen-1-one N1=CC(=CC=C1)/C=C/C(=O)C1=CC=NC=C1